ClC1=C2CCCN(C2=CC=N1)C1=NC=2N(C3=C1C(=CN=C3)F)C(=NN2)C 5-(5-chloro-3,4-dihydro-1,6-naphthyridin-1(2H)-yl)-6-fluoro-1-methylpyrido[4,3-e][1,2,4]triazolo[4,3-a]pyrimidine